CC(=C[C@H]1C([C@@H]1C(=O)OCC1=C(C(=CC(=C1F)F)F)C)(C)C)C 2-methyl-3,5,6-trifluorobenzyl (1R)-trans-3-(2-methyl-1-propenyl)-2,2-dimethylcyclopropanecarboxylate